BrC=1C2=C(C(N(C1)C)=O)C(=C(S2)C)C(=O)OC methyl 7-bromanyl-2,5-di(methyl)-4-oxidanylidene-thieno[3,2-c]pyridine-3-carboxylate